N1CCN2C1=CN=CC2 tetrahydroimidazo[1,2-a]pyrazin